FC=1C=C2C(C(NC2=CC1)=O)=CC1=CC(=CC=C1)C1=NNC=C1C1=CC=C(C=C1)OC 5-fluoro-3-(3-(4-(4-methoxyphenyl)-1H-pyrazol-3-yl)benzylidene)indolin-2-one